N-(cis-1-(cyclohexylcarbonyl)-2-(((1-(2-fluorophenyl)piperidin-4-yl)oxy)methyl)piperidin-3-yl)methanesulfonamide C1(CCCCC1)C(=O)N1[C@H]([C@H](CCC1)NS(=O)(=O)C)COC1CCN(CC1)C1=C(C=CC=C1)F